CC(C(C(=O)O)(C)F)OC1=CC2=C(N(CC(CS2(=O)=O)(CC)CCCC)C2=CC=CC=C2)C=C1SC.BrC=1C=C(C=NC1)NS(=O)(=O)NC(=N)N N-(5-bromopyridin-3-yl)sulfamoyl-guanidine methyl-3-((3-butyl-3-ethyl-7-(methylsulfanyl)-1,1-dioxo-5-phenyl-2,3,4,5-tetrahydro-1,5-benzothiazepin-8-yl)oxy)-2-fluoro-2-methylpropionate